Silicic acid, aluminium-magnesium-sodium salt [Na+].[Mg+2].[Al+3].[Si]([O-])([O-])([O-])[O-]